C1(CC1)C1=C(C(=NO1)C1=C(C=CC=C1Cl)Cl)COC12NCC(CC1)C2 [5-cyclopropyl-3-(2,6-dichlorophenyl)-1,2-oxazol-4-yl]methoxy-2-azabicyclo[2.2.1]heptane